methyl 4-bromo-2-methyl-indazole-7-carboxylate BrC=1C2=CN(N=C2C(=CC1)C(=O)OC)C